6-(2-benzofuranyl)naphthylamine O1C(=CC2=C1C=CC=C2)C=2C=C1C=CC=C(C1=CC2)N